ClC=1C=C2C3=C(NC2=C(C1)C=1C(=NC(=CC1)Cl)Cl)C(=NC=C3)C 6-Chloro-8-(2,6-dichloro-pyridin-3-yl)-1-methyl-9H-pyrido[3,4-b]indole